FC1=C(C=CC(=C1)F)C1=CC2=C(C(N(C=C2C2=CC(N(C=C2C2=CC(=CC=C2)C2COC2)C)=O)C)=O)N1S(=O)(=O)C1=CC=C(C)C=C1 2-(2,4-difluorophenyl)-6-methyl-4-(1-methyl-5-(3-(oxetan-3-yl)phenyl)-2-oxo-1,2-dihydropyridin-4-yl)-1-tosyl-1,6-dihydro-7H-pyrrolo[2,3-c]pyridin-7-one